FC=1C(=NC(=CC1)NC1=NNC(=C1)C)CC1CCN(CC1)[C@H](C)C1=C(C=CC=C1)C(F)(F)F (R)-4-((3-fluoro-6-((5-methyl-1H-pyrazol-3-yl)amino)pyridin-2-yl)methyl)-1-(1-(2-(trifluorometh-yl)phenyl)ethyl)piperidine